4-[5-amino-2-[3-(3-piperazin-1-ylazetidin-1-yl)phenoxy]phenyl]-6-methyl-1H-pyrrolo[2,3-c]pyridin-7-one NC=1C=CC(=C(C1)C=1C2=C(C(N(C1)C)=O)NC=C2)OC2=CC(=CC=C2)N2CC(C2)N2CCNCC2